(S)-1-(3,3-dimethylbutyl)-5-(((3-(3-methoxypyridin-4-yl)pyrazolo[1,5-a]pyrimidin-5-yl)amino)methyl)pyrrolidin-2-one CC(CCN1C(CC[C@H]1CNC1=NC=2N(C=C1)N=CC2C2=C(C=NC=C2)OC)=O)(C)C